BrC1=C(C=C2C(=C(C(=NC2=C1F)C)C#N)N1CCN(CC1)C(=O)[O-])Cl 4-(7-Bromo-6-chloro-3-cyano-8-fluoro-2-methylquinolin-4-yl)piperazine-1-carboxylate